C(C)OC(=O)C=1N=C2N(C=C(C=C2)C2=CC=C(C=C2)F)C1 6-(4-fluorophenyl)imidazo[1,2-a]Pyridine-2-carboxylic acid ethyl ester